(2S,3S,4R)-1-O-(α-D-galactosyl)-2-(N-heptacosanoylamino)-1,3,4-octanetriol [C@H]1([C@H](O)[C@@H](O)[C@@H](O)[C@H](O1)CO)OC[C@@H]([C@@H]([C@@H](CCCC)O)O)NC(CCCCCCCCCCCCCCCCCCCCCCCCCC)=O